COC(=O)C=1C=C2C(=CC1)NC(C21CCN(CC1)C(NC1=CC=C(C=C1)Cl)=O)=O.C1(CCCC1)N1CCOCC1 4-(cyclopentyl)morpholine methyl-1'-((4-chlorophenyl)carbamoyl)-2-oxospiro[indoline-3,4'-piperidine]-5-carboxylate